tert-butyl 1-[1-(2,6-dioxo-3-piperidyl) indolin-4-yl]piperidine-4-carboxylate O=C1NC(CCC1N1CCC2=C(C=CC=C12)N1CCC(CC1)C(=O)OC(C)(C)C)=O